C(C)(C)(C)OC(=O)N1[C@@H](CCC1)C=1NC(=C(N1)C1=CC=C(C=C1)C(=O)OCC)C(=O)OCC ethyl (S)-2-(1-(tert-butoxycarbonyl) pyrrolidin-2-yl)-4-(4-(ethoxycarbonyl) phenyl)-1H-imidazole-5-carboxylate